O[C@@H]1CO[C@H]([C@@H]([C@@H]1O)O)C (2R,3R,4R,5R,6S)-3,4,5-trihydroxy-6-methyloxan